FC(C(=O)O)(F)F.C(C1=CC=CC=C1)OC(CC[C@@H](NC([C@@H](NCC#C)C)=O)C(N)=O)=O propargyl-L-alanyl-D-isoglutamine benzyl ester trifluoroacetate